S1C2=C(C=C1)C(=CC=C2)N2CCN(CC2)CCCCOC=2C(=NC1=CC=CC=C1C2)OC(C)(C)C (4-(4-(benzo[b]thiophen-4-yl)piperazin-1-yl)butoxy)-2-(tert-butoxy)quinoline